BrC(CO)OCCOCCOCCO 2-bromotetraethyleneglycol